3-nonyl-3,5,6,7,8,9-hexahydro-11H-azepino[1,2-a]purin-11-one C(CCCCCCCC)N1C=2N=C3N(C(C2N=C1)=O)CCCCC3